(S)-methyl 2-(tert-butoxycarbonylamino)-3-(3-(triisopropylsiloxy) phenyl)-propionate C(C)(C)(C)OC(=O)N[C@H](C(=O)OC)CC1=CC(=CC=C1)O[Si](C(C)C)(C(C)C)C(C)C